(R)-N-(6-(3-(2-ethoxyphenoxy)piperidin-1-yl)pyrazin-2-yl)-1-(isopropylsulfonyl)piperidine-4-carboxamide C(C)OC1=C(O[C@H]2CN(CCC2)C2=CN=CC(=N2)NC(=O)C2CCN(CC2)S(=O)(=O)C(C)C)C=CC=C1